OC=1C=C(C=C(C1)OC)C 3-hydroxy-5-methoxy-1-methylbenzene